FC1=C(C=CC(=C1)I)NC1=C(C=2C(=NC=CC2)S1)[C@]1(N(CCNC1)C=O)CO 2-[((2-fluoro-4-iodophenyl)amino)thieno[2,3-b]pyridin-3-yl]-[(2R)-2-(hydroxymethyl)-piperazin-1-yl]-methanone